C(C)(C)(C)OC(=O)OC1=C(C(=CC=C1)F)C1=C(C2=C(C(N3[C@@H](CO2)CN(CC3)C(=O)OC(C)(C)C)=O)C(=N1)F)Cl (6aR)-tert-Butyl 3-(2-((tert-butoxycarbonyl)oxy)-6-fluorophenyl)-4-chloro-1-fluoro-12-oxo-6a,7,9,10-tetrahydro-6H-pyrazino[2,1-c]pyrido[3,4-f][1,4]oxazepine-8(12H)-carboxylate